CNC(=O)C=1C=2N(C=CC1)C(=NN2)C N,3-dimethyl-[1,2,4]triazolo[4,3-a]pyridine-8-carboxamide